FCCCOCC(F)(F)F (2,2,2-trifluoroethyl) (3-fluoro-n-propyl) ether